FC1=C(C(=O)Cl)C=CC(=C1)C=1N=NN(C1)C 2-fluoro-4-(1-methyl-1H-1,2,3-triazol-4-yl)benzoylchloride